N(=[N+]=[N-])[C@@H]1[C@@H]2[C@H](OC1)[C@H](CO2)N=[N+]=[N-] (3S,3aR,6S,6aR)-3,6-diazidohexahydrofuro[3,2-b]furan